N1(N=NC2=C1C=CC=C2)CNC(C(O)C2N(CCC2)C(CNC(=O)C2=CC=NC1=CC=C(C=C21)OCCCN2CCOCC2)=O)=O N-(2-(2-(2-(((1H-benzo[d][1,2,3]triazol-1-yl)methyl)amino)-1-hydroxy-2-oxoethyl)pyrrolidin-1-yl)-2-oxoethyl)-6-(3-morpholinopropoxy)quinoline-4-carboxamide